3,2-diazaphosphorine P1=NN=CC=C1